tert-butyl 4-[1-(2,6-dibenzyloxy-3-pyridyl)-5-fluoro-3-methyl-2-oxo-benzimidazol-4-yl]-3-oxo-piperidine-1-carboxylate C(C1=CC=CC=C1)OC1=NC(=CC=C1N1C(N(C2=C1C=CC(=C2C2C(CN(CC2)C(=O)OC(C)(C)C)=O)F)C)=O)OCC2=CC=CC=C2